BrC1=CSC2=C1N=C(N=C2O[C@@H](C(F)(F)F)C2=C(C=C(C=C2)Cl)N2N=C(C=C2)C)N (R)-7-bromo-4-(1-(4-chloro-2-(3-methyl-1H-pyrazol-1-yl)phenyl)-2,2,2-trifluoroethoxy)thieno[3,2-d]pyrimidin-2-amine